3-(4-((4-((4-BUTYL-3-OXOPIPERAZIN-1-YL)METHYL)BENZYL)OXY)-1-OXOISOINDOLIN-2-YL)PIPERIDINE-2,6-DIONE C(CCC)N1C(CN(CC1)CC1=CC=C(COC2=C3CN(C(C3=CC=C2)=O)C2C(NC(CC2)=O)=O)C=C1)=O